tert-butyl (3-hydroxy-1,5-naphthyridin-2-yl)carbamate OC=1C(=NC2=CC=CN=C2C1)NC(OC(C)(C)C)=O